N,N'-bis(naphthalen-1-yl)-N,N'-bis(phenyl)-9,9-spirobifluorene C1=CC=C(C=C1)N(C2=CC3=C(C=C2)C4=C(C35C6=CC=CC=C6C7=CC=CC=C57)C=C(C=C4)N(C8=CC=CC=C8)C9=CC=CC1=CC=CC=C19)C1=CC=CC2=CC=CC=C21